C(C1=CC=CC=C1)OC=1C=CC2=C(C(=C(O2)C)C(=O)NC=2N=NC=CC2)C1 5-(benzyloxy)-2-methyl-N-(pyridazin-3-yl)benzofuran-3-carboxamide